N1=CC=C(C=C1)C1=C2C=C(NC2=C(C=C1)C(=O)N)C1=CC=C(C=C1)C 4-(pyridin-4-yl)-2-p-tolyl-1H-indole-7-carboxamide